3,5-dichlorobenzoyl bromide ClC=1C=C(C(=O)Br)C=C(C1)Cl